FC(C(=O)O)(F)F.COC1=CC=CC(=N1)NC(=O)C1=CC=2C(C=N1)=NN(C2)CC2COCC2 N-(6-methoxypyridin-2-yl)-2-((tetrahydrofuran-3-yl)methyl)-2H-pyrazolo[3,4-C]pyridine-5-carboxamide trifluoroacetate